N-undecylimidazo[1,5-a]pyridine-6-carboxamide C(CCCCCCCCCC)NC(=O)C=1C=CC=2N(C1)C=NC2